tert-Butyl (S)-(1-(4-(2-(2-aminopyridin-3-yl)-5-phenyl-3H-imidazo[4,5-b]pyridin-3-yl)phenyl)ethyl)carbamate NC1=NC=CC=C1C1=NC=2C(=NC(=CC2)C2=CC=CC=C2)N1C1=CC=C(C=C1)[C@H](C)NC(OC(C)(C)C)=O